ClC1=C(C(=CC=C1)Cl)C1C(CCOC1)C(=O)O 5-(2,6-dichlorophenyl)-tetrahydro-2H-pyran-4-carboxylic acid